1-(1H-indazol-6-yl)-N-(4-(methylsulfonyl)phenyl)-1H-pyrazolo[3,4-d]pyrimidin-6-amine N1N=CC2=CC=C(C=C12)N1N=CC=2C1=NC(=NC2)NC2=CC=C(C=C2)S(=O)(=O)C